S(=O)(=O)(O)[O-].C(C=C)N1C=[N+](C=C1)C 1-allyl-3-methylimidazolium hydrogen sulfate